C(C1=CC=CC=C1)OC(COC(=O)ON1C(CCC1=O)=O)COC(=O)ON1C(CCC1=O)=O 1,1'-{[2-(Benzyloxy)propane-1,3-diyl]bis(oxycarbonyloxy)}bis(pyrrolidine-2,5-dione)